CC=1C=C(C(=CC1)C(C)(C)C)O 3-methyl-6-tertiary-butylphenol